7-[4-(2-Fluoro-ethyl)-piperidin-1-yl]-2-m-tolyl-imidazo[1,2-a]pyridine FCCC1CCN(CC1)C1=CC=2N(C=C1)C=C(N2)C=2C=C(C=CC2)C